C12C=CC(C3=CC=CC=C13)O2 1,4-dihydro-1,4-epoxynaphthalene